(10S)-6-chloro-8-(2,6-difluorophenyl)-10-methyl-5-(trifluoromethyl)-1,9,12-triazatetracyclo[9.6.0.02,7.013,17]heptadeca-2,4,6,8,11,13(17)-hexa-ene ClC=1C(=CC=C2N3C=4CCCC4N=C3[C@@H](N=C(C12)C1=C(C=CC=C1F)F)C)C(F)(F)F